N-[5-[2-cyano-5-[[(2S)-morpholin-2-yl]methoxy]-4-pyridyl]pyrazolo[1,5-a]pyridin-2-yl]cyclopropanecarboxamide C(#N)C1=NC=C(C(=C1)C1=CC=2N(C=C1)N=C(C2)NC(=O)C2CC2)OC[C@@H]2CNCCO2